4-Chloro-2-((furan-2-ylmethyl)amino)-5-(N-(4-(2,2,2-trifluoro-1-hydroxyethyl)benzyl)sulfamoyl)benzoic Acid ClC1=CC(=C(C(=O)O)C=C1S(NCC1=CC=C(C=C1)C(C(F)(F)F)O)(=O)=O)NCC=1OC=CC1